3-(4-(2-amino-2-(bicyclo[3.1.0]hexan-3-yl)acetamido)phenyl)-4-chloro-2-methylpyridine 1-oxide NC(C(=O)NC1=CC=C(C=C1)C=1C(=[N+](C=CC1Cl)[O-])C)C1CC2CC2C1